trans-(4R)-4-[3-Oxo-3-[3-[6-[3-(trifluoromethyl)cyclobutyl]-3-pyridyl]azetidin-1-yl]propyl]oxazolidin-2-one O=C(CC[C@H]1NC(OC1)=O)N1CC(C1)C=1C=NC(=CC1)[C@@H]1C[C@H](C1)C(F)(F)F